N1N=CC(=C1)C=1C=CC=2N(C1)C(=CN2)C2=NC(=NC=C2)NC=2C=NC(=CC2)N2CCN(CC2)C 4-(6-(1H-Pyrazol-4-yl)imidazo[1,2-a]pyridin-3-yl)-N-(6-(4-methylpiperazin-1-yl)pyridin-3-yl)pyrimidin-2-amine